5-phenyl-3H-1,4-benzodiazepine 4-Oxide C1(=CC=CC=C1)C1=[N+](CC=NC2=C1C=CC=C2)[O-]